3-(3-(4-(aminomethyl)phenyl)-6-bromo-3H-imidazo[4,5-b]pyridin-2-yl)pyridin-2-amine NCC1=CC=C(C=C1)N1C(=NC=2C1=NC=C(C2)Br)C=2C(=NC=CC2)N